Cl.CN(CC(C)N)C N,N-dimethyl-propylenediamine hydrochloride